BrC=1C=C(C=CC1)C[C@H](C(=O)OC(C)C)[C@@H]1CN(CC1)C(=O)OC(C)(C)C tert-butyl (R)-3-((S)-3-(3-bromophenyl)-1-isopropoxy-1-oxopropane-2-yl)pyrrolidine-1-carboxylate